4-methoxy-2-methyl-3,5,6-trifluorobenzyl (1R)-trans-3-[(E)-(2-methoxycarbonyl-1-propenyl)]-2,2-dimethylcyclopropanecarboxylate COC(=O)/C(=C/[C@H]1C([C@@H]1C(=O)OCC1=C(C(=C(C(=C1F)F)OC)F)C)(C)C)/C